1-Amino-4-[3-(4,6-dichlorotriazin-2-ylamino)-4-sulfophenylamino]anthraquinone-2-sulfonic acid C1=CC=C2C(=C1)C(=O)C3=C(C2=O)C(=C(C=C3NC4=CC(=C(C=C4)S(=O)(=O)O)NC5=NC(=NC(=N5)Cl)Cl)S(=O)(=O)O)N